(S)-3-isopropyl-1-methyl-N-(1-(3-(2-(trifluoromethyl)pyridin-4-yl)isoxazol-5-yl)ethyl)-1H-pyrazole-5-carboxamide C(C)(C)C1=NN(C(=C1)C(=O)N[C@@H](C)C1=CC(=NO1)C1=CC(=NC=C1)C(F)(F)F)C